5-(1-cyclopentyl-4-(4-fluorophenyl)-1H-imidazol-5-yl)-N-(2,5-dimethylphenyl)furan-2-carboxamide C1(CCCC1)N1C=NC(=C1C1=CC=C(O1)C(=O)NC1=C(C=CC(=C1)C)C)C1=CC=C(C=C1)F